COC(C1CCN(CC1)C=1C=CC(=NC1)C1=CCCCC=2C=3C(=NNC3C=CC21)F)OC 6-(5-(4-(dimethoxymethyl)piperidin-1-yl)pyridin-2-yl)-1-fluoro-3,8,9,10-tetrahydrocyclohepta[e]indazole